C(C)(C)(C)N(C(O)=O)C1C(SCC1)C.CN1N=CC(=C1)C=1C=C2C=C(N=CC2=CC1)NC(=O)[C@@H]1CC[C@H](CC1)CN1CCOCC1 trans-N-(6-(1-methyl-1H-pyrazol-4-yl)isoquinolin-3-yl)-4-(morpholinomethyl)cyclohexane-1-carboxamide tert-butyl-(2-methyltetrahydrothiophen-3-yl)carbamate